OC=1C=C(C=CC1S(=O)(=O)N)S(=O)(=O)NC 3-hydroxy-1-N-methylbenzene-1,4-disulfonamide